dicamphor terephthalate C(C1=CC=C(C(=O)O)C=C1)(=O)O.C12(C(=O)CC(CC1)C2(C)C)C.C21(C(=O)CC(CC2)C1(C)C)C